(3-tert-butyl-5-methyl-cyclopentadienyl)(2,7-di-tert-butylfluorenyl)titanium dichloride [Cl-].[Cl-].C(C)(C)(C)C1=CC(C(=C1)C)[Ti+2]C1=C(C=CC=2C3=CC=C(C=C3CC12)C(C)(C)C)C(C)(C)C